1-((1r,3r)-3-(methylcarbamoyl)cyclobutyl)-N-(3-(4-methylpiperazin-1-yl)propyl)-2-(3,4,5-trimethoxyphenyl)-1H-benzo[d]imidazole-6-carboxamide CNC(=O)C1CC(C1)N1C(=NC2=C1C=C(C=C2)C(=O)NCCCN2CCN(CC2)C)C2=CC(=C(C(=C2)OC)OC)OC